ClC1=CC2=C(N(C(N=C2N2[C@H](CN(CC2)C(C=C)=O)C)=O)C=2C(=NC=NC2CC)CC)N=C1C1=C(C=CC=C1O)F 6-chloro-1-(4,6-diethyl-5-pyrimidinyl)-7-(2-fluoro-6-hydroxyphenyl)-4-((2S)-2-methyl-4-(2-propenoyl)-1-piperazinyl)pyrido[2,3-d]pyrimidin-2(1H)-one